C(C)(=O)N1CC2(C1)CC(C2)NCC2=C(C=C(C=C2)C2=NC=CC(=C2Cl)C=2C(=C(C=CC2)NC(C2=NC=C(C=C2)CNCCO)=O)Cl)OC N-(3-(2-(4-(((2-acetyl-2-azaspiro[3.3]heptan-6-yl)amino)methyl)-3-methoxyphenyl)-3-chloropyridin-4-yl)-2-chlorophenyl)-5-(((2-hydroxyethyl)amino)methyl)picolinamide